(S)-4-(2-Cyclopropyl-benzyl)-6-(2'-methoxy-4'-methyl-3,4,5,6-tetrahydro-2H-[1,3']bipyridinyl-4-yl)-7-methyl-2,4,6,7-tetrahydro-pyrazolo[4,3-d]pyrimidin-5-on C1(CC1)C1=C(CN2C(N([C@H](C=3C2=CNN3)C)C3CCN(CC3)C=3C(=NC=CC3C)OC)=O)C=CC=C1